CN1N=CC2=CC(=CC=C12)C1=CC=C(C=C1)S(=O)(=O)NCC1=CC=NC=C1 4-(1-methyl-1H-indazol-5-yl)-N-(pyridin-4-ylmethyl)-benzenesulfonamide